N1(N=CC=C1)C1=C2C=CNC2=C(C=C1)B1OC(C(O1)(C)C)(C)C 4-(pyrazol-1-yl)-7-(4,4,5,5-tetramethyl-1,3,2-dioxaborolan-2-yl)-1H-indole